FC(C(=O)OIOC(C(F)(F)F)=O)(F)F bis(trifluoroacetyloxy)iodine